3-(6-Fluoropyridin-3-yl)-2-(4-(4-methyl-4H-1,2,4-triazol-3-yl)piperidin-1-yl)-5-(trifluoromethyl)benzonitrile FC1=CC=C(C=N1)C=1C(=C(C#N)C=C(C1)C(F)(F)F)N1CCC(CC1)C1=NN=CN1C